1-(4-chloro-2-fluorophenyl)-3-(1-(2'-(dimethylphosphoryl)-2,3-difluoro-[1,1'-biphenyl]-4-yl)-5-methyl-2-oxopyrrolidin-3-yl)urea ClC1=CC(=C(C=C1)NC(=O)NC1C(N(C(C1)C)C1=C(C(=C(C=C1)C1=C(C=CC=C1)P(=O)(C)C)F)F)=O)F